OCCCN1C=CC(C2=CC=C(N=C12)C=1C(=NC=CC1)OC1=CC=C(C=C1)C(F)(F)F)=O (3-Hydroxypropyl)-7-(2-(4-(trifluoromethyl)phenoxy)pyridin-3-yl)-1,8-naphthyridin-4(1H)-one